p-hydroxybenzenesulfonic acid anion OC1=CC=C(C=C1)S(=O)(=O)[O-]